2-(((2R,3S,4R,5R)-5-(2-chloro-6-((2-hydroxyethyl)amino)-9H-purin-9-yl)-3-ethynyl-3,4-dihydroxytetrahydrofuran-2-yl)methoxy)-2-(thiophen-3-ylmethyl)malonic acid ClC1=NC(=C2N=CN(C2=N1)[C@H]1[C@@H]([C@@]([C@H](O1)COC(C(=O)O)(C(=O)O)CC1=CSC=C1)(O)C#C)O)NCCO